tert-butyl (2R-5S)-4-(1-(2-isopropylphenyl)-2-oxo-1,2,5,6,7,8-hexahydropyrido[3,4-d]pyrimidin-4-yl)-2,5-dimethylpiperazine-1-carboxylate C(C)(C)C1=C(C=CC=C1)N1C(N=C(C2=C1CNCC2)N2C[C@H](N(C[C@@H]2C)C(=O)OC(C)(C)C)C)=O